2-[(2,4-Dichlorophenyl)-methyl]-4,4-dimethyl-3-isoxazolidinon ClC1=C(C=CC(=C1)Cl)CN1OCC(C1=O)(C)C